5-(1-(1-methylpiperidin-4-yl)-1H-pyrazol-4-yl)-3-(3-phenyl-1,2,4-oxadiazol-5-yl)pyridin-2-amine CN1CCC(CC1)N1N=CC(=C1)C=1C=C(C(=NC1)N)C1=NC(=NO1)C1=CC=CC=C1